alpha-hydroxycerotic acid methyl ester COC(C(CCCCCCCCCCCCCCCCCCCCCCCC)O)=O